5-methoxymethyloxycarbonyl-bicyclo[2.2.1]Hept-2-ene COCOC(=O)C1C2C=CC(C1)C2